COC(C(C)(C)Br)=O α-bromo-isobutanoic acid methyl ester